Para-cresyl salicylate (p-tolyl 2-hydroxybenzoate) C1(=C(C=CC=C1)C1=CC(=C(C(=O)O)C=C1)O)C.C(C=1C(O)=CC=CC1)(=O)OC1=CC=C(C=C1)C